((((1S,4R)-4-(2-amino-6-chloro-9H-purin-9-yl)cyclopent-2-en-1-yl)methoxy)(hydroxy)phosphoryl)-L-alanine NC1=NC(=C2N=CN(C2=N1)[C@H]1C=C[C@H](C1)COP(=O)(O)N[C@@H](C)C(=O)O)Cl